7-hydroxy-2-azaspiro[3.5]Nonane-2-carboxylic acid tert-butyl ester C(C)(C)(C)OC(=O)N1CC2(C1)CCC(CC2)O